(dimethyl 3-((6-amino-2-(2-hydroxyethoxy)-8-methoxy-9H-purin-9-yl)methyl)benzyl)phosphonate CC(C1=CC(=CC=C1)CN1C2=NC(=NC(=C2N=C1OC)N)OCCO)(C)P([O-])([O-])=O